4,4'-Di-tert-butyl-BipyridineUndecylenoyl-Glycine C(C)(C)(C)C1=C(C(=NC=C1)C1=NC=CC(=C1)C(C)(C)C)C=CCCCCCCCCC(=O)NCC(=O)O